C=1(C(=CC=C2C=C3C=CC=CC3=CC12)N)N anthracene-1,2-diamine